(R)-2-amino-N1-((3S,5R,8R,9S,10S,13R,14S,17R)-14-hydroxy-10,13-dimethyl-17-(5-oxo-2,5-dihydrofuran-3-yl)hexadecahydro-1H-cyclopenta[a]phenanthren-3-yl)succinamide N[C@@H](C(=O)N[C@H]1CC[C@@]2([C@H]3CC[C@@]4([C@H](CC[C@@]4([C@@H]3CC[C@@H]2C1)O)C=1COC(C1)=O)C)C)CC(=O)N